FC=1C=C(C=CC1OC1=CC=NC2=CC(=C(C=C12)OC)OCCCN1CCN(CC1)C)NC(=O)C1(CCC1)C(=O)NC1=CC=C(C=C1)F N-{3-fluoro-4-[(6-(methyloxy)-7-{[3-(4-methylpiperazin-1-yl)propyl]oxy}quinolin-4-yl)oxy]phenyl}-N'-(4-fluorophenyl)cyclobutane-1,1-dicarboxamide